(R)-5-(3-hydroxy-2,6-dimethylphenyl)-2-(2-(methyl(oxetan-3-yl)amino)pyrimidin-5-yl)-1H-pyrrolo[2,3-b]pyridine-4-carbonitrile OC=1C(=C(C(=CC1)C)C1=C(C2=C(N=C1)NC(=C2)C=2C=NC(=NC2)N(C2COC2)C)C#N)C